5-Methyl-2,3-dihydro-benzo[1,4]dioxine-6-carboxylic acid N'-(1-tert-butyl-butyl)-N'-(3,5-dimethoxy-4-methyl-benzoyl)-hydrazide C(C)(C)(C)C(CCC)N(NC(=O)C1=C(C2=C(OCCO2)C=C1)C)C(C1=CC(=C(C(=C1)OC)C)OC)=O